n-butyl-n-hexadecyl-phosphonium bromide [Br-].C(CCC)[PH2+]CCCCCCCCCCCCCCCC